4-fluoro-1-[2-(1-methyl-1H-indol-2-yl)acetyl]-N-{phenyl[4-(propan-2-yl)phenyl]methyl}pyrrolidine-2-carboxamide FC1CC(N(C1)C(CC=1N(C2=CC=CC=C2C1)C)=O)C(=O)NC(C1=CC=C(C=C1)C(C)C)C1=CC=CC=C1